6-(2-chloropyridin-4-ylmethyl)-5-methylquinoline-8-carboxylic acid methyl ester COC(=O)C=1C=C(C(=C2C=CC=NC12)C)CC1=CC(=NC=C1)Cl